C1(CCCCC1)P(C1=C(C=CC=C1)C1=C(C=CC=C1C(C)C)C(C)C)C1CCCCC1 2-dicyclohexylphosphino-2',6'-diisopropyl-1,1'-biphenyl